3-{5-chloro-4-fluoro-2'-hydroxy-6'-methyl-[1,1'-biphenyl]-3-yl}propanoate ClC=1C(=C(C=C(C1)C1=C(C=CC=C1C)O)CCC(=O)[O-])F